BrC1=CC=C2C(=NN(C2=C1)C1OCCCC1)C1=C(C(=CC(=C1)C(F)(F)F)OCOC)F 6-Bromo-3-(2-fluoro-3-(methoxymethoxy)-5-(trifluoromethyl)phenyl)-1-(tetrahydro-2H-pyran-2-yl)-1H-indazole